NC1=C(SC2=NC(=CC=C21)C)C(=O)NCCC2=CC(=C(C=C2)N2CCN(CC2)C(=O)OC(C)(C)C)C2=NC=CC=C2 tert-Butyl 4-(4-(2-(3-amino-6-methylthieno[2,3-b]pyridine-2-carboxamido)ethyl)-2-(pyridin-2-yl)phenyl)piperazine-1-carboxylate